ClC1=CC=C2C(C(NC2=C1)=O)(C)C=1C(=NC=C(C1)Cl)OC 6-chloro-3-(5-chloro-2-methoxypyridin-3-yl)-3-methylindolin-2-one